N-cyclopropyl-4-((2,2-dioxo-3,4-dihydro-1H-benzo[c][1,2,6]thiadiazin-7-yl)oxy)-2-((2-fluoro-4-iodophenyl)amino)-1,5-dimethyl-6-oxo-1,6-dihydropyridine-3-carboxamide C1(CC1)NC(=O)C1=C(N(C(C(=C1OC=1C=CC2=C(NS(NC2)(=O)=O)C1)C)=O)C)NC1=C(C=C(C=C1)I)F